ClC1=C(C=CC=C1)NC1CCN(CC1)C(CNC(=O)C1=NNC(=C1)C1=C(C=CC=C1)O)=O 5-(2-Hydroxy-phenyl)-1H-pyrazole-3-carboxylic acid {2-[4-(2-chloro-phenylamino)-piperidin-1-yl]-2-oxo-ethyl}-amide